NC1=C(C(NC2=C(C=CC=C12)C1=C(C=CC(=C1)OCC=1N=COC1)F)=O)C(=O)NCCC 4-amino-8-[2-fluoro-5-(oxazol-4-ylmethoxy)phenyl]-2-oxo-N-propyl-1H-quinoline-3-carboxamide